(2R,4R)-4-({6-[(1S)-1-[(2S)-1-methylpyrrolidin-2-yl]ethoxy]-2-[5-(2-phenylpropan-2-yl)-1,3-oxazol-2-yl]pyrimidin-4-yl}oxy)pyrrolidin-2-yl-acetonitrile CN1[C@@H](CCC1)[C@H](C)OC1=CC(=NC(=N1)C=1OC(=CN1)C(C)(C)C1=CC=CC=C1)O[C@@H]1C[C@H](NC1)CC#N